[Na].CC=1C=CC2=C3C(C(C(=C2C1)OC(=O)OC=1C=C(C=CC1)C)=O)=C1C=CC=CC1=C(C3=O)OC(=O)OC=3C=C(C=CC3)C 2-methyl-5,11-dioxo-6,12-bis(m-tolyloxycarbonyloxy)naphthonaphthalene sodium